C(C)(C)(C)[S@@](=O)N=C1C2=CC(=CC=C2CC12CCN(CC2)C(=O)OC(C)(C)C)N2CCOCC2 tert-butyl (R)-1-((tert-butylsulfinyl)imino)-6-morpholino-1,3-dihydrospiro[indene-2,4'-piperidine]-1'-carboxylate